[Li].ClC1=CC=C(C=N1)C1=C(N(N=N1)C)CN1N=CC(=CC1=O)N1C[C@@H](O[C@@H](C1)C)C |r| 2-[[5-(6-chloro-3-pyridinyl)-3-methyl-triazol-4-yl]methyl]-5-[rac-(2s,6r)-2,6-dimethylmorpholin-4-yl]pyridazin-3-one lithium